(1R,3R)-1-(1,3-benzodioxol-5-yl)-2,3,4,9-tetrahydro-1h-pyrido[3,4-b]indole-3-carboxylic acid methyl ester hydrochloride Cl.COC(=O)[C@H]1CC2=C(NC3=CC=CC=C23)[C@H](N1)C1=CC2=C(OCO2)C=C1